C(C)NC(C1=C(C(=CC=C1)F)SC1=CC=C2C(=NNC2=C1)\C=C\C1=NC(=CC=C1)CN1CCCC1)=O N-ethyl-3-fluoro-2-({3-[(E)-2-{6-[(pyrrolidin-1-yl)methyl]pyridin-2-yl}vinyl]-1H-indazol-6-yl}thio)benzamide